N-(1-((S)-6-(((1s,3s)-3-Aminocyclopentyl)Amino)-5,6,7,8-Tetrahydronaphthalen-2-Yl)-2-Oxo-1,2-Dihydropyrimidin-4-Yl)Piperazine-1-Carboxamide Hydrochloride Salt Cl.N[C@@H]1C[C@H](CC1)N[C@@H]1CC=2C=CC(=CC2CC1)N1C(N=C(C=C1)NC(=O)N1CCNCC1)=O